O1C(=NC=C1)C=1SC(=C(N1)C1=CC=CC=C1)NC(=O)[C@H]1N(CCC1)C([C@@H](NC([C@H](C)NC)=O)C1CCCCCC1)=O (S)-1-[(S)-2-cycloheptyl-2-((S)-2-methylamino-propionylamino)-acetyl]-pyrrolidine-2-carboxylic acid (2-oxazol-2-yl-4-phenyl-thiazol-5-yl)-amide